C1(NCCC2=CC=CC=C12)CNC(=O)C1CCCCC1 N-(1,2,3,4-tetrahydro-isoquinolin-1-ylmethyl)-cyclohexane-carboxylic acid-amide